7-(cyclopentylamino)-5-fluoro-2-(((tetrahydro-2H-pyran-4-yl)thio)methyl)quinazolin C1(CCCC1)NC1=CC(=C2C=NC(=NC2=C1)CSC1CCOCC1)F